O(C1=CC=CC=C1)C1=CC=C(C=C1)[C@H](CCC=C)NC(OCC1=CC=CC=C1)=O benzyl (S)-(1-(4-phenoxyphenyl)pent-4-en-1-yl)carbamate